dimethyloleyl-ammonium C[NH+](CCCCCCCC\C=C/CCCCCCCC)C